6-{1-[(3R)-3-Methylpiperidin-1-yl]methyl}-4-(trifluoromethyl)-2,3-dihydroisoindol-1-one C[C@H]1CN(CCC1)CC1=CC(=C2CNC(C2=C1)=O)C(F)(F)F